The molecule is a member of the classo of biphenyls that is the amide obtained by formal condensation of the carboxy group of 2-methyl-4'-(trifluoromethoxy)[1,1'-biphenyl]-3-carboxylic acid with the amino group of 6-(2,6-dimethylmorpholin-4-yl)pyridin-3-amine. Used (as its phosphate salt) for treatment of locally advanced basal cell carcinoma. It has a role as an antineoplastic agent, a SMO receptor antagonist and a Hedgehog signaling pathway inhibitor. It is a member of morpholines, an aminopyridine, a member of biphenyls, a member of benzamides, an aromatic ether, an organofluorine compound and a tertiary amino compound. C[C@@H]1CN(C[C@@H](O1)C)C2=NC=C(C=C2)NC(=O)C3=CC=CC(=C3C)C4=CC=C(C=C4)OC(F)(F)F